acetyl-α-D-glucuronic acid methyl ester COC([C@@H]1[C@H]([C@@H]([C@H]([C@@](O)(O1)C(C)=O)O)O)O)=O